cetyl ether C(CCCCCCCCCCCCCCC)OCCCCCCCCCCCCCCCC